C1(=CC(=CC=C1)C12CCN(CC2C1)C(=O)C1CC2(C1)NC(OC2)=O)C (rac)-(2s,4s)-2-(6-(m-tolyl)-3-azabicyclo[4.1.0]heptane-3-carbonyl)-7-oxa-5-azaspiro[3.4]octan-6-one